OC1=CC2=C(N=C(S2)C2(CC2)C(=O)N)C=C1 (6-hydroxybenzo[d]thiazole-2-yl)cyclopropanecarboxamide